BrC1=NC=C(C=C1C)F 2-bromo-5-fluoro-3-methylpyridine